ClC1=C(C(N(C2=NC(=CC=C12)C(F)(F)F)C1=CC=CC=C1)=O)C=1SC=CN1 4-Chloro-1-phenyl-3-(thiazol-2-yl)-7-(trifluoromethyl)-1,8-naphthyridin-2(1H)-one